tert-butyl (S)-2-(6-(3-methyl-1H-pyrrolo[2,3-b]pyridin-5-yl)-2-(2-methoxyisonicotinoyl)-1,2,3,4-tetrahydroisoquinolin-8-yl)pyrrolidine-1-carboxylate CC1=CNC2=NC=C(C=C21)C=2C=C1CCN(CC1=C(C2)[C@H]2N(CCC2)C(=O)OC(C)(C)C)C(C2=CC(=NC=C2)OC)=O